Methyl 3-(benzyloxy)-4-ethoxybenzoate C(C1=CC=CC=C1)OC=1C=C(C(=O)OC)C=CC1OCC